FC1C(C1)C(=O)NC=1N=C2N(C=C(C=C2)C2=C(C=C(C(=C2)O)F)C)C1 2-fluoro-N-(6-(4-fluoro-5-hydroxy-2-methylphenyl)imidazo[1,2-a]pyridin-2-yl)cyclopropane-1-carboxamide